(S)-2-(1-methoxyethyl)-3-(4,4,5,5-tetramethyl-1,3,2-dioxaborolan-2-yl)pyridine CO[C@@H](C)C1=NC=CC=C1B1OC(C(O1)(C)C)(C)C